(4-Methylpiperazin-1-yl)(2-(4-(3-(6-methylpyridin-2-yl)-1H-pyrazol-4-yl)pyridin-2-yl)-4,6-dihydropyrrolo[3,4-d]imidazol-5(1H)-yl)ketone CN1CCN(CC1)N1C(=NC2=C1CN(C2)C(=O)N2CC=1N(C(=NC1C2)C2=NC=CC(=C2)C=2C(=NNC2)C2=NC(=CC=C2)C)N2CCN(CC2)C)C2=NC=CC(=C2)C=2C(=NNC2)C2=NC(=CC=C2)C